C(C)(C)(C)OC(=O)N1CC(C1)C1=C(C=C(CN2CCC(CC2)C(=O)OC)C=C1)F methyl 1-(4-(1-(tert-butoxycarbonyl)azetidin-3-yl)-3-fluorobenzyl)piperidine-4-carboxylate